1-methoxy-2-[2-[2-(2-methoxyethoxy)ethoxy]ethoxy]ethane COCCOCCOCCOCCOC